methyl-cyclopentadienyl-tin C[Sn]C1C=CC=C1